Perfluorodecyl-trimethoxysilane FC(O[Si](OC(F)(F)F)(OC(F)(F)F)C(C(C(C(C(C(C(C(C(C(F)(F)F)(F)F)(F)F)(F)F)(F)F)(F)F)(F)F)(F)F)(F)F)(F)F)(F)F